triethyl-monomethyl-ammonium hydrogen carbonate C(O)([O-])=O.C(C)[N+](C)(CC)CC